N-(3-methacryloyloxy-2-hydroxypropyl)-N'-phenyl-p-phenylenediamine C(C(=C)C)(=O)OCC(CNC1=CC=C(C=C1)NC1=CC=CC=C1)O